1-((4-fluorophenyl)sulfonyl)-1,2,3,4-tetrahydroquinolin FC1=CC=C(C=C1)S(=O)(=O)N1CCCC2=CC=CC=C12